2-methyldihydrofuran-3-thiol CC1OC=CC1S